(S)-(3-[6-methyl-2,6-diazaspiro[3.3]heptan-2-yl]phenyl)([2-[4-(1,3-oxazol-2-yl)benzenesulfonyl]-1H,2H,3H-pyrrolo[3,4-c]pyridin-6-yl])methanol CN1CC2(CN(C2)C=2C=C(C=CC2)[C@H](O)C2=CC3=C(C=N2)CN(C3)S(=O)(=O)C3=CC=C(C=C3)C=3OC=CN3)C1